4-(2-fluoro-5-((tetrahydrofuran-3-yl)oxy)-3-(4,4,5,5-tetramethyl-1,3,2-dioxaborolan-2-yl)phenyl)-1,3,5-trimethyl-1H-pyrazole FC1=C(C=C(C=C1B1OC(C(O1)(C)C)(C)C)OC1COCC1)C=1C(=NN(C1C)C)C